CN1N=C(C=2C1=NC=CC2)C2=CC=C(C=C2)NC(=O)NCC=2C=NNC2 1-[4-(1-Methyl-1H-pyrazolo[3,4-b]pyridin-3-yl)-phenyl]-3-(1H-pyrazol-4-ylmethyl)-urea